OCC1=CC=C(C=C1)C(\C=C\C1=CC(=C(C=C1)OC)C)=O (E)-1-[4-(Hydroxymethyl)phenyl]-3-(4-methoxy-3-methylphenyl)prop-2-en-1-one